FC(CN1N=C(C=2C1=NC(=CN2)N2CC1(C2)CN(CCC1)C=1C=NC(=CC1)C(F)(F)F)C)F 2-[1-(2,2-difluoroethyl)-3-methyl-1H-pyrazolo[3,4-b]pyrazin-6-yl]-6-[6-(trifluoromethyl)pyridin-3-yl]-2,6-diazaspiro[3.5]nonane